C(C1=CC=CC=C1)OC(=O)N1CCC(CC1)N1C(C(=CC=C1)C(=O)OC)=O Methyl 1-(1-((benzyloxy)carbonyl)piperidin-4-yl)-2-oxo-1,2-dihydropyridine-3-carboxylate